FC1=CC=C(C=C1)C[NH-] (4-fluorophenyl)methylamide